ClC1=C(C=C(C(=C1)CNC1(CC1)C=1C=NC=CC1C1=C(C=CC=C1)OC1CC1)Cl)CCCCCNC(OC(C)(C)C)=O tert-butyl N-(5-[2,5-dichloro-4-[([1-[4-(2-cyclopropoxyphenyl)pyridin-3-yl]cyclopropyl]amino)methyl]phenyl]pentyl)carbamate